(1R,2R,4S,6S)-2-(hydroxymethyl)-6-isopropyl-2-(methoxymethyl)quinuclidin-3-one OC[C@@]1(N2[C@@H](C[C@@H](C1=O)CC2)C(C)C)COC